3-(3-(3,5-bis(methyl-d3)-1H-pyrazol-4-yl)propoxy-1,1,2,2,3,3-d6)-4-fluorobenzoic acid C(C1=NNC(=C1C(C(C(OC=1C=C(C(=O)O)C=CC1F)([2H])[2H])([2H])[2H])([2H])[2H])C([2H])([2H])[2H])([2H])([2H])[2H]